Cobalt-titanium [Ti].[Co]